BrC1=C2C(=C3C=CC=NC3=C1)C(N(C2(O)C2=C(C=CC(=C2)F)Cl)CC2=CC=C(C=C2)OC)=O 4-bromo-3-(2-chloro-5-fluorophenyl)-3-hydroxy-2-(4-methoxybenzyl)-2,3-dihydro-1H-pyrrolo[3,4-f]quinolin-1-one